all-cis-7,10,13,16-docosatetraenoic acid CCCCC/C=C\C/C=C\C/C=C\C/C=C\CCCCCC(=O)O